C(C)OCCO ethylene glycol ethyl ether